BrC1=NN(C(=C1)C(=O)N(C)C1=C(C=C(C=C1C(=O)N(CC)CC)Br)C)C1=NC=CC=C1Cl 3-bromo-1-(3-chloropyridin-2-yl)-N-(2-methyl-4-bromo-6-(diethylaminoformyl)phenyl)-N-methyl-1H-pyrazole-5-carboxamide